COC(=O)C=1C=2C(C(CNC2C=C(C1)F)C1=C(C=CC=C1)Cl)=O 3-(2-chlorophenyl)-7-fluoro-4-oxo-2,3-dihydro-1H-quinoline-5-carboxylic acid methyl ester